(3S,4R)-3-fluoro-1-(4-((5-isopropyl-8-(3-(((S)-isopropylsulfinyl)methyl)azetidin-1-yl)isoquinolin-3-yl)amino)Pyrimidin-2-yl)-3-methylpiperidin-4-ol F[C@]1(CN(CC[C@H]1O)C1=NC=CC(=N1)NC=1N=CC2=C(C=CC(=C2C1)C(C)C)N1CC(C1)C[S@](=O)C(C)C)C